N-(4-((1-cyclopentyl-2-oxo-2,3-dihydro-1H-imidazo[4,5-b]pyridine-7-yl)oxy)-3-fluorophenyl)-5-ethyl-1-phenyl-1H-pyrazole-4-carboxamide C1(CCCC1)N1C(NC2=NC=CC(=C21)OC2=C(C=C(C=C2)NC(=O)C=2C=NN(C2CC)C2=CC=CC=C2)F)=O